FC(CCCOCC1=CC=C(C=C1)OC)(C#CCCCCCCCCCCCCCC)F 1-(((4,4-difluoroeicos-5-yn-1-yl)oxy)methyl)-4-methoxy-benzene